1,2,3-oxathiazolidine-3-carboxylate 2-oxide O1S(N(CC1)C(=O)[O-])=O